CN(C(OC1=C(C=C2C(=C(C(OC2=C1)=O)CC1=C(C(=CC=C1)N)F)C)F)=O)C 3-(3-amino-2-fluorobenzyl)-6-fluoro-4-methyl-2-oxo-2H-chromen-7-yl dimethylcarbamate